(1S,3aR,6aS)-N-[(2S)-1-(1,3-benzoxazol-2-yl)-1-oxo-3-[(3S)-2-oxopyrrolidin-3-yl]propan-2-yl]-2-(4-methoxy-1H-indole-2-carbonyl)-hexahydro-1H-cyclopenta[c]pyrrole-1-carboxamide O1C(=NC2=C1C=CC=C2)C([C@H](C[C@H]2C(NCC2)=O)NC(=O)[C@H]2N(C[C@H]1[C@@H]2CCC1)C(=O)C=1NC2=CC=CC(=C2C1)OC)=O